C(C)(=O)OCCCCCCCC\C=C/C=C/CC [(9Z,11E)-tetradeca-9,11-dienyl] acetate